C(C)C1C(C1)(C(=O)O)C ethyl-1-methylcyclopropanecarboxylic acid